CSC1=CC2=C(N=C(S2)N)C=C1 6-(methylthio)benzo[d]thiazol-2-amine